propargyl-δ-valerolactone C(C#C)C1C(=O)OCCC1